FC1=CC=C2C3=C(NC2=C1)C(=NC=C3)C(=O)NCC3CCOCC3 7-Fluoro-N-((tetrahydro-2H-pyran-4-yl)methyl)-9H-pyrido[3,4-b]indole-1-carboxamide